(6S,7S)-tert-butyl 7-(fluoromethylsulfonamido)-6-((2,3',5'-trifluoro-[1,1'-biphenyl]-3-yl)methyl)-5-azaspiro[2.4]heptane-5-carboxylate FCS(=O)(=O)N[C@@H]1[C@@H](N(CC12CC2)C(=O)OC(C)(C)C)CC=2C(=C(C=CC2)C2=CC(=CC(=C2)F)F)F